C(CCCCCCCCCCCCCCCCCCC)(O)O eicosandiol